FC=1C=C2C(C(=CN(C2=CC1N1[C@H](CCC1)COC1=CC2=C(C=N1)C=CN2)C2=CC=C(C=C2)O)C(=O)O)=O 6-fluoro-1-(4-hydroxyphenyl)-4-oxo-7-[(2R)-2-([1H-pyrrolo[3,2-c]pyridin-6-yloxy]methyl)pyrrolidin-1-yl]quinoline-3-carboxylic acid